4-hydroxy-N-[1-(hydroxymethyl)cyclohexyl]-1-(2-morpholinylethyl)-2-oxo-1,8-naphthyridine-3-carboxamide OC1=C(C(N(C2=NC=CC=C12)CCN1CCOCC1)=O)C(=O)NC1(CCCCC1)CO